(4-((2-(1H-pyrazol-4-yl)ethyl)amino)-5,6-dimethylpyrimidin-2-yl)(2-(3-fluorophenyl)azetidin-1-yl)methanone N1N=CC(=C1)CCNC1=NC(=NC(=C1C)C)C(=O)N1C(CC1)C1=CC(=CC=C1)F